N-(1-(cyclobutylsulfonyl)indolin-6-yl)-4-((2-hydroxyethyl)sulfonamido)-2-(6-azaspiro[2.5]octan-6-yl)benzamide C1(CCC1)S(=O)(=O)N1CCC2=CC=C(C=C12)NC(C1=C(C=C(C=C1)NS(=O)(=O)CCO)N1CCC2(CC2)CC1)=O